C(C)(C)(C)N(C(O)=O)[C@@H](CN1N=C(C=C1CO)Br)C.FC1=C(CNC(CN2N=C(C(=C2)C2=CC=NC3=CC=CC=C23)C2=NC(=CC=C2)C)=O)C(=CC=C1)F |r| N-(2,6-difluorobenzyl)-2-(3-(6-methylpyridin-2-yl)-4-(quinolin-4-yl)-1H-pyrazol-1-yl)acetamide tert-butyl-(RS)-(1-(3-bromo-5-(hydroxymethyl)-1H-pyrazol-1-yl)propan-2-yl)carbamate